2-(methylamino)thieno[2,3-h]quinazoline-8-carboxylic acid CNC1=NC2=C3C(=CC=C2C=N1)SC(=C3)C(=O)O